CC=1C(=NC=CC1)NC(=O)NC1=CC=C(C=C1)OCC 1-(3-methylpyridin-2-yl)-3-(4-ethoxyphenyl)urea